C[Si](CCOCNS(=O)(=O)C=1C=CC=2N(C1)C=NC2)(C)C N-((2-(trimethylsilyl)ethoxy)methyl)imidazo[1,5-a]pyridine-6-sulfonamide